1-(methylsulfonyl)-1,4-dihydro-2H-benzo[d][1,3]oxazin-2-one CS(=O)(=O)N1C(OCC2=C1C=CC=C2)=O